4-((2-(trifluoromethyl)pyrimidin-5-yl)oxy)benzonitrile FC(C1=NC=C(C=N1)OC1=CC=C(C#N)C=C1)(F)F